1-(tert-butyl) 2-methyl (S)-4-oxopyrrolidine-1,2-dioate O=C1C[C@H](N(C1)C(=O)OC(C)(C)C)C(=O)OC